rac-(1S,2S)-2-[4-(propan-2-yl)piperazin-1-yl]cyclohexan-1-amine CC(C)N1CCN(CC1)[C@@H]1[C@H](CCCC1)N |r|